(2S)-2-[[2-amino-3-(2,2-dimethylcyclopropyl)propanoyl]amino]-3-[(3S)-2-oxo-3-piperidyl]propanamide NC(C(=O)N[C@H](C(=O)N)C[C@H]1C(NCCC1)=O)CC1C(C1)(C)C